4-(2-(6-bromo-1-methyl-1H-benzo[d]imidazol-2-yl)ethyl)morpholine BrC=1C=CC2=C(N(C(=N2)CCN2CCOCC2)C)C1